C[C@@](C(=O)OCC)(CC1=CC=CC=C1)NC([C@@H]([C@@H](OC)[C@H]1N(CCC1)CC[C@H]([C@H]([C@H](CC)C)N(C)C(=O)OC(C)(C)C)OC)C)=O ethyl (S)-methyl-((2R,3R)-3-((S)-1-((3R,4S,5S)-4-((tert-butoxycarbonyl) (methyl) amino)-3-methoxy-5-methylheptyl) pyrrolidin-2-yl)-3-methoxy-2-methylpropanamido)-3-phenylpropionate